FC=1C=C2C(=NNC2=CC1OCCOC)C1=CC(=NO1)C1=CC=C(C(=O)N2CC3(CS(C3)(=O)=O)C2)C=C1 6-(4-{5-[5-Fluoro-6-(2-methoxyethoxy)-1H-indazol-3-yl]-1,2-oxazol-3-yl}benzoyl)-2λ6-thia-6-azaspiro[3.3]heptane-2,2-dione